2,4-DITHIA-1-METHYL-8-OXABICYCLO(3.3.0)OCTANE CC12SCSC2CCO1